4-((1R,3s,5S,6r)-6-(1-isopropyl-3-(5-(trifluoromethyl)pyridin-3-yl)-1H-pyrazol-5-yl)bicyclo[3.1.0]hexane-3-yl)-1,4-oxaazepane C(C)(C)N1N=C(C=C1C1[C@H]2CC(C[C@@H]12)N1CCOCCC1)C=1C=NC=C(C1)C(F)(F)F